4-(3-(4-bromopyridin-2-yl)prop-2-yn-1-yl)morpholine BrC1=CC(=NC=C1)C#CCN1CCOCC1